2-chloro-1-((5-chloropyridin-2-yl)methyl)-1H-benzo[d]imidazole ClC1=NC2=C(N1CC1=NC=C(C=C1)Cl)C=CC=C2